acetylmannopyranose C(C)(=O)C1(O)[C@@H](O)[C@@H](O)[C@H](O)[C@H](O1)CO